CC1=NC=2C=C3C(=CC2C(=N1)N[C@H](C)C1=CC(=CC(=C1)C(F)(F)F)[N+](=O)[O-])N1C(CO3)COCC1 9-methyl-N-((R)-1-(3-nitro-5-(trifluoromethyl)phenyl)ethyl)-1,2,4a,5-Tetrahydro-4H-[1,4]oxazino[4',3':4,5][1,4]oxazino[3,2-g]quinazolin-11-amine